FC1=C(C=CC(=C1C(=O)C1=NNC2=NC=C(C=C21)C2=CC=C(C=C2)O)F)NS(=O)(=O)CCC N-(2,4-difluoro-3-(5-(4-hydroxyphenyl)-1H-pyrazolo[3,4-b]pyridine-3-carbonyl)-phenyl)propane-1-sulfonamide